4-chloro-1-(4-(2-morpholino-3-(trifluoromethyl)benzyl)piperazine-1-carbonyl)-1H-pyrazole-3-carboxylic acid ClC=1C(=NN(C1)C(=O)N1CCN(CC1)CC1=C(C(=CC=C1)C(F)(F)F)N1CCOCC1)C(=O)O